CC1([C@H]2CN([C@@H]([C@@H]12)C(=O)N[C@H](C=O)C[C@H]1C(NCC1)=O)C(=O)C1CC(C1)C)C (1R,2S,5S)-6,6-Dimethyl-3-(3-methylcyclobutanecarbonyl)-N-((S)-1-oxo-3-((S)-2-oxopyrrolidin-3-yl)propan-2-yl)-3-azabicyclo[3.1.0]hexane-2-carboxamide